O[C@H]1CCC(\C(\C1)=C/C=C\1/[C@@H]2CC[C@@H]([C@]2(CCC1)C)[C@@H](/C=C/[C@@H](C(C)(O)C)O)C)=C (3S,6R,E)-6-((1R,3aS,7aR,E)-4-((Z)-2-((S)-5-hydroxy-2-methylenecyclohexylidene)ethylidene)-7a-methyloctahydro-1H-inden-1-yl)-2-methylhept-4-ene-2,3-diol